[Ca+2].[OH-].[Ca+2].[OH-].[OH-].[OH-] calcium hydroxide calcium